C1(=CC=CC=C1)C1=NC(=NC(=C1)C1=CC=CC=C1)C=1C=C(C=C(C1)N1C2=CC=CC=C2C=2C=C(C=CC12)C1=C(C=C(C#N)C=C1)C#N)N1C2=CC=CC=C2C=2C=C(C=CC12)C1=C(C=C(C#N)C=C1)C#N 4,4'-((5-(4,6-diphenylpyrimidin-2-yl)-1,3-phenylene)bis(9H-carbazole-9,3-diyl))diisophthalonitrile